C(OCC1=CC=C(C=C1)NC([C@@H](NC([C@@H](NC(COCCOCCN1C(C=CC1=O)=O)=O)C(C)C)=O)CCCNC(=O)N)=O)(OC1=CC=C(C=C1)[N+](=O)[O-])=O 4-((2S,5S)-14-(2,5-dioxo-2,5-dihydro-1H-pyrrol-1-yl)-5-isopropyl-4,7-dioxo-2-(3-ureidopropyl)-9,12-dioxa-3,6-diazatetradecanamido)benzyl (4-nitrophenyl) carbonate